Cl.FC1=C2C=CNC2=C(C=C1)C1=CN=C(C=2N1N=CC2)N2CCC1(CC2)[C@@H](C=2C(=NC=CC2)C1)N (5S)-1'-[7-(4-fluoro-1H-indol-7-yl)pyrazolo[1,5-a]pyrazin-4-yl]spiro[5,7-dihydrocyclopenta[b]pyridine-6,4'-piperidine]-5-amine hydrochloride